2-Iodo-5-oxa-8-azaspiro[3.5]nonane-8-carboxylic acid tert-butyl ester C(C)(C)(C)OC(=O)N1CCOC2(CC(C2)I)C1